(R)-(+)-2-(4-chloro-2-methylphenoxy)propionic acid ClC1=CC(=C(O[C@@H](C(=O)O)C)C=C1)C